Cl.O1CCC(CC1)COC1=NC2=CC=CC=C2C(N1)=O ((tetrahydro-2H-pyran-4-yl)methoxy)quinazolin-4(3H)-one hydrochloride